N1=CC(=CC=C1)C1(CCCC1)\C(\C(\C)=N\NC(NC)=S)=N\NC(NC)=S (2Z,2'E)-2,2'-(1-(1-(pyridin-3-yl)cyclopentyl)propane-1,2-diylidene)bis(N-methylhydrazine-1-carbothioamide)